8-[1-methyl-3-(trifluoromethyl)-1H-pyrazol-4-yl]-N-[(2S)-1-[4-(pyridine-3-sulfonyl)piperazin-1-yl]propan-2-yl]quinazolin-4-amine CN1N=C(C(=C1)C=1C=CC=C2C(=NC=NC12)N[C@H](CN1CCN(CC1)S(=O)(=O)C=1C=NC=CC1)C)C(F)(F)F